(S)-3-phenylpropane-1,2-diamine C1(=CC=CC=C1)C[C@@H](CN)N